FC1=CC=2N(C=C1)C(=CN2)C2=C1CNC(C1=C(C=C2)NC2=NC=C(C=C2)N2CC(CCC2)(CN2CCN(CC2)C)O)=O 4-(7-fluoroimidazo[1,2-a]pyridin-3-yl)-7-((5-(3-hydroxy-3-((4-methylpiperazin-1-yl)methyl)piperidin-1-yl)pyridin-2-yl)amino)isoindolin-1-one